6-bromo-N-((6-cyclopropylimidazo[1,2-a]pyridin-2-yl)methyl)-2-(2-methoxyethoxy)pyrimidin-4-amine BrC1=CC(=NC(=N1)OCCOC)NCC=1N=C2N(C=C(C=C2)C2CC2)C1